sodium chloro(tert-butylsulfonyl)amide Cl[N-]S(=O)(=O)C(C)(C)C.[Na+]